2-(7-((2S,5R)-4-(1-(benzo[d]thiazol-6-yl)ethyl)-2,5-dimethylpiperazin-1-yl)-4-methyl-5-oxo-4,5-dihydro-2H-pyrazolo[4,3-b]pyridin-2-yl)acetonitrile S1C=NC2=C1C=C(C=C2)C(C)N2C[C@@H](N(C[C@H]2C)C=2C=1C(N(C(C2)=O)C)=CN(N1)CC#N)C